benzyl N-[(1S)-1-(dicyclopropylmethyl)-2-[[6-fluoro-5-[2-methyl-5-(trifluoromethyl)-3-pyridyl]-2-pyridyl]amino]-2-oxo-ethyl]carbamate C1(CC1)C([C@@H](C(=O)NC1=NC(=C(C=C1)C=1C(=NC=C(C1)C(F)(F)F)C)F)NC(OCC1=CC=CC=C1)=O)C1CC1